5,6-Dimethyl-4-(trifluoromethyl)pyridazin-3(2H)-one CC1=C(C(NN=C1C)=O)C(F)(F)F